C(C)(C)(C)OC(=O)NC(=N)N(C1=CC=CC=C1)C(=O)OC(C)(C)C N,N'-di-tert-butoxycarbonyl-N'-phenylguanidine